OC1(COCC1)C=1SC=C(C1C(=O)O)C 2-(3-Hydroxytetrahydrofuran-3-yl)-4-methylthiophene-3-carboxylic acid